N-(3-(3,4-dihydroisoquinolin-2(1H)-yl)-2-hydroxypropyl)-5-tert-butoxycarbonyl-4,5,6,7-tetrahydrothieno[3,2-c]pyridine-2-carboxamide C1N(CCC2=CC=CC=C12)CC(CNC(=O)C1=CC=2CN(CCC2S1)C(=O)OC(C)(C)C)O